ClC=1C=C(C=CC1OC)C1=CC=C(C=C1)CN1C=CC2=C(C=CC(=C12)C(=O)O)F 1-((3'-chloro-4'-methoxy-[1,1'-biphenyl]-4-yl)methyl)-4-fluoro-1H-indole-7-carboxylic acid